C12(CC3CC(CC(C1)C3)C2)CCNC(C2=CC(=CC=C2)NC2=NC=C(C=C2)C2=CC(=CC=C2)F)=O N-(2-(adamantan-1-yl)ethyl)-3-((5-(3-fluorophenyl)pyridin-2-yl)amino)benzamide